2,2-bis(hydroxymethyl)-2,2',2''-nitrilotriethanol hydrochloride Cl.OCC(CO)(N(CCO)CCO)CO